2,3-Dihydro-7-hydroxy-2-(3-hydroxy-4-methoxyphenyl)-4H-1-benzopyran-4-one OC1=CC2=C(C(CC(O2)C2=CC(=C(C=C2)OC)O)=O)C=C1